4-(5-(5-(2,3-dihydro-1H-inden-4-yl)-6-methoxy-1H-pyrazolo[4,3-b]pyridin-3-yl)pyridin-2-yl)piperidine-4-carbonitrile C1CCC2=C(C=CC=C12)C1=C(C=C2C(=N1)C(=NN2)C=2C=CC(=NC2)C2(CCNCC2)C#N)OC